N-(4-((4-([1,2,4]triazolo[1,5-a]pyridin-7-yloxy)-3-methylphenyl)amino)-7-ethoxyquinazolin-6-yl)-3-(pyrrolidin-2-yl)acrylamide N=1C=NN2C1C=C(C=C2)OC2=C(C=C(C=C2)NC2=NC=NC1=CC(=C(C=C21)NC(C=CC2NCCC2)=O)OCC)C